1-(1-benzyl-2-oxo-3,4-dihydroquinolin-6-yl)-3-(4-hydroxy-2-methylbutan-2-yl)urea C(C1=CC=CC=C1)N1C(CCC2=CC(=CC=C12)NC(=O)NC(C)(CCO)C)=O